The molecule is a heparin hexasaccharide consisting of 4-deoxy-2-O-sulfo-alpha-L-threo-hex-4-enopyranuronosyl, 2-deoxy-6-O-sulfo-2-(sulfoamino)-alpha-D-glucopyranosyl, 2-O-sulfo-alpha-L-idopyranuronosyl, 2-acetamido-2-deoxy-alpha-D-glucopyranosyl, beta-D-glucopyranuronosyl, and 2-deoxy-6-O-sulfo-2-(sulfoamino)-alpha-D-glucopyranose units joined in sequence by 1->4 linkages. Sequence: DUA2S-GlcNS6S-IdoA2S-GlcNAc-GlcA-GlcNS6S. It is a heparin hexasaccharide, an amino hexasaccharide and an oligosaccharide sulfate. CC(=O)N[C@@H]1[C@H]([C@@H]([C@H](O[C@@H]1O[C@H]2[C@@H]([C@H]([C@@H](O[C@@H]2C(=O)O)O[C@@H]3[C@H](O[C@@H]([C@@H]([C@H]3O)NS(=O)(=O)O)O)COS(=O)(=O)O)O)O)CO)O[C@H]4[C@@H]([C@H]([C@@H]([C@@H](O4)C(=O)O)O[C@@H]5[C@@H]([C@H]([C@@H]([C@H](O5)COS(=O)(=O)O)O[C@H]6[C@@H]([C@H](C=C(O6)C(=O)O)O)OS(=O)(=O)O)O)NS(=O)(=O)O)O)OS(=O)(=O)O)O